(19R)-3-(cyclopropylmethyl)-16-fluoro-19-methyl-5,20-dioxa-4,8,9,11,23-pentaazapentacyclo[19.3.1.02,6.08,12.013,18]pentacosa-1(24),2(6),3,9,11,13,15,17,21(25),22-decaen-22-amine C1(CC1)CC=1C=2C3=CN=C(C(O[C@@H](C4=CC(=CC=C4C4=NC=NN4CC2ON1)F)C)=C3)N